N-methyl-1-tosyl-1H-pyrrolo[2,3-b]pyridin-6-amine CNC1=CC=C2C(=N1)N(C=C2)S(=O)(=O)C2=CC=C(C)C=C2